BrC=1C=C(OCC(CC)(CC)O)C=CC1F 3-[(3-bromo-4-fluoro-phenoxy)methyl]Pentane-3-ol